FC(C(=O)OC)(C(=O)OC)CC#C dimethyl 2-fluoro-2-prop-2-ynyl-propanedioate